C(CCCCCCCCC=C)C(=O)[C@H](OP(=O)(O)O)[C@@H](O)[C@H](O)[C@H](O)CO undecylenyl-phosphoglucose